(10R)-10-((((9H-fluoren-9-yl)methoxy)carbonyl)amino)-12-(2-(4-((tert-butoxycarbonyl)amino)-2-oxo-3,4-dihydropyrimidin-1(2H)-yl)acetyl)-2,5,8-trioxa-12-azatetradecan-14-oic acid C1=CC=CC=2C3=CC=CC=C3C(C12)COC(=O)N[C@@H](COCCOCCOC)CN(CC(=O)O)C(CN1C(NC(C=C1)NC(=O)OC(C)(C)C)=O)=O